2,2,4,4-tetramethylpentan-1-ol CC(CO)(CC(C)(C)C)C